OC1=CC=C(C=C1)C(C)(C)C1=CC=C(C=C1)C(C)(C1=CC=C(C=C1)O)C1=CC=C(C=C1)O 4,4'-[1-[4-[1-[4-Hydroxyphenyl]-1-methylethyl]phenyl]ethylidene]bisphenol